3-(2-bromo-5-fluoro-pyrimidin-4-yl)-6-(3,3-difluorocyclobutyl)-7-methoxy-imidazo[1,2-b]pyridazine BrC1=NC=C(C(=N1)C1=CN=C2N1N=C(C(=C2)OC)C2CC(C2)(F)F)F